OC/C=C/C1=CC(=C(C(=C1)OC)O)OC 4-[(e)-3-hydroxyprop-1-enyl]-2,6-dimethoxyphenol